9,9-bis(4-(2-hydroxyethoxy)-3-silylphenyl)fluorene OCCOC1=C(C=C(C=C1)C1(C2=CC=CC=C2C=2C=CC=CC12)C1=CC(=C(C=C1)OCCO)[SiH3])[SiH3]